ClC=1C(=NC(=C(C(=O)OC)C1)NC1=C(C=C(C=C1)OC(F)(F)F)C)C#N methyl 5-chloro-6-cyano-2-((2-methyl-4-(trifluoro-methoxy)-phenyl)amino)-nicotinate